(R)-(-)-beta-hydroxybutyric acid C[C@H](CC(=O)O)O